CC1=CC=CC=C1S o-thiocresol